C(CC)OC([C@H]([C@@H]([C@@H]([C@H](C(=O)OCCC)O)O)O)O)=O galactaric acid dipropyl ester